4-({4-[(3S)-3-amino-3-methylpyrrolidin-1-yl]-5-{[(1S)-1-cyclopropylethyl]carbamoyl}-3-(3,5-difluorophenyl)pyridin-2-yl}oxy)butanoic acid N[C@@]1(CN(CC1)C1=C(C(=NC=C1C(N[C@@H](C)C1CC1)=O)OCCCC(=O)O)C1=CC(=CC(=C1)F)F)C